FC=1C=C(C=CC1N1C(CCC1)C(F)(F)F)C=1N=C(SC1C)N 4-(3-fluoro-4-(2-(trifluoromethyl)pyrrolidin-1-yl)phenyl)-5-methylthiazol-2-amine